C(C)OCCC1N(CCCC1C1=CC2=C(N(C(O2)=O)C)C=C1)C(=O)N (2-ethoxyethyl)-3-(3-methyl-2-oxo-1,3-benzoxazol-6-yl)piperidine-1-carboxamide